C(N)(OC1CCC(CC1)C(N(CC12CCC(CC1)(CC2)C2=CC(=C(C=C2)OC)C)C2=CC(=CC=C2)C=2C=NN(C2)C2CC2)=O)=O 4-((3-(1-Cyclopropyl-1H-pyrazol-4-yl)phenyl)((4-(4-methoxy-3-methylphenyl)bicyclo[2.2.2]octan-1-yl)methyl)carbamoyl)cyclohexyl trans-carbamate